C(C)(C)(C)OC(=O)N1CCC(CC1)NC(=O)C1CN(C(O1)C(F)(F)F)C1=CC(=C(C=C1)C#N)C(F)(F)F t-Butyl-4-(3-(4-cyano-3-(trifluoromethyl)phenyl)-2-(trifluoromethyl)oxazolidin-5-carboxamido)piperidin-1-carboxylat